methyl 3-bromo-1H-pyrrolo[2,3-b]pyridine-6-carboxylate BrC1=CNC2=NC(=CC=C21)C(=O)OC